2-[tert-butyl(dimethyl)silyl]oxyethanol [Si](C)(C)(C(C)(C)C)OCCO